ClC=1C=C(C=CC1Cl)[C@@H]1N(OCC1)C1=CC(=NC=N1)NC=1C(=CC(=C(C1)NC(C=C)=O)N1CCC(CC1)N1CCN(CC1)C1COC1)OC N-(5-((6-((R)-3-(3,4-dichlorophenyl)isoxazolidine-2-yl)pyrimidine-4-yl)amino)-4-methoxy-2-(4-(4-(oxetane-3-yl)piperazine-1-yl)piperidine-1-yl)phenyl)acrylamide